N-(4-(2-(dimethylamino)acetyl)-3,4-dihydro-2H-benzo[b][1,4]oxazin-6-yl)naphthalene-2-sulfonamide CN(CC(=O)N1C2=C(OCC1)C=CC(=C2)NS(=O)(=O)C2=CC1=CC=CC=C1C=C2)C